C[C@@H]1CN(C[C@@H](N1)C)[C@H]1CN(CC1)C=1C2=CN(N=C2C(=CC1)C(=O)NC=1C=C(C=2N(C1)C=C(N2)C)F)C 4-[(3R)-3-[(3R,5S)-3,5-dimethylpiperazin-1-yl]pyrrolidin-1-yl]-N-{8-fluoro-2-methylimidazo[1,2-a]pyridin-6-yl}-2-methylindazole-7-carboxamide